CC(C(=O)O)(C(=O)O)C(C)CC.C(C)OC(\C=C(\C)/I)=O.CN1N=C(C2=CC(=CC=C12)C=1N=C(N2C1CN(CC2)C(C)=O)N2CCOCC2)C=2C=NN(C2)C 1-(1-(1-methyl-3-(1-methyl-1H-pyrazol-4-yl)-1H-indazol-5-yl)-3-morpholino-5,6-dihydroimidazo[1,5-a]pyrazin-7(8H)-yl)ethanone Ethyl-(Z)-3-iodobut-2-enoate methyl-secbutyl-malonate